C1(CC1)C=1C=2N(C=C(C1)C=1NC3=CC=C(C=C3C1C(C)C)C1CCNCC1)N=CN2 8-cyclopropyl-6-(3-isopropyl-5-(piperidin-4-yl)-1H-indol-2-yl)-[1,2,4]triazolo[1,5-a]pyridine